3-(3-Chloro-4-fluorophenyl)-1-cyclopentyl-1-((6,7,8,9-tetrahydro-5H-[1,2,4]triazolo[4,3-a]azepin-3-yl)methyl)urea ClC=1C=C(C=CC1F)NC(N(CC1=NN=C2N1CCCCC2)C2CCCC2)=O